4,5,6,7-Tetrachloro-3',6'-dihydroxy-2',4',5',7'-tetraiodo-3H-spiro[isobenzofuran-1,9'-xanthene]-3-one ClC1=C2C(OC3(C4=CC(=C(C(=C4OC=4C(=C(C(=CC34)I)O)I)I)O)I)C2=C(C(=C1Cl)Cl)Cl)=O